tert-butyl 8-[4-[(5-cyclopentyl-1H-pyrazol-3-yl) amino] pyrimidin-2-yl]-2,8-diazaspiro[3.5]nonane-2-carboxylate C1(CCCC1)C1=CC(=NN1)NC1=NC(=NC=C1)N1CCCC2(CN(C2)C(=O)OC(C)(C)C)C1